ClC=1C=CC(=C(C1)NC(C(=O)N[C@H](C(=O)NC1=CC=C(C(=O)OC(C)(C)C)C=C1)CC1=CC=CC=C1)=O)C1=NN=NN1 (S)-tert-butyl 4-(2-(2-((5-chloro-2-(1H-tetrazol-5-yl) phenyl) amino)-2-oxoacetamido)-3-phenylpropionamido)-benzoate